C(C)(C)(C)C=1C=C(C=C(C1)C(C)(C)C)Br 3,5-di-tert-butyl-1-bromobenzene